OC(C(C)OC(=O)C(CCCCCCC)CC)C Decane-8-carboxylic acid 3-hydroxybut-2-yl ester